(R)-tert-butyl 3-(4-(N-(5-chloro-4-(cyclopentylmethoxy)-2-fluorobenzoyl)sulfamoyl)phenoxy)pyrrolidine-1-carboxylate ClC=1C(=CC(=C(C(=O)NS(=O)(=O)C2=CC=C(O[C@H]3CN(CC3)C(=O)OC(C)(C)C)C=C2)C1)F)OCC1CCCC1